4,6-Dichloro-N-(trideuteromethyl)nicotinamide ClC1=CC(=NC=C1C(=O)NC([2H])([2H])[2H])Cl